COC1=C(C=C(C=C1)S(=O)(=O)N1CCOCC1)[N+](=O)[O-] 4-(4-methoxy-3-nitro-phenyl)sulfonylmorpholin